C(C)(C)(C)NC(C[C@@H](C(=O)N[C@H](C(=O)NCC1=CC=CC2=CC=CC=C12)COC)NC(OC(C)(C)C)=O)=O tert-butyl ((S)-4-(tertbutylamino)-1-(((S)-3-methoxy-1-((naphthalen-1-ylmethyl)amino)-1-oxopropan-2-yl)amino)-1,4-dioxobutan-2-yl)carbamate